C1(CC1)CC1=C(C(=NN1C=1SC=C(N1)C(=O)O)C1=CC(=C(C=C1)F)N1C(CCC1)=O)CC1=CC(=C(C=C1)S(N)(=O)=O)F 2-(5-(cyclopropylmethyl)-3-(4-fluoro-3-(2-oxopyrrolidin-1-yl)phenyl)-4-(3-fluoro-4-sulfamoylbenzyl)-1H-pyrazol-1-yl)thiazole-4-carboxylic acid